4-(2-(2-(2-(2-(4-((6-hydroxy-2-(4-(methylsulfonyl)phenyl)naphthalen-1-yl)oxy)phenoxy)ethoxy)ethoxy)ethoxy)piperazin-1-yl)isoindoline-1,3-dione OC=1C=C2C=CC(=C(C2=CC1)OC1=CC=C(OCCOCCOCCOC2N(CCNC2)C2=C3C(NC(C3=CC=C2)=O)=O)C=C1)C1=CC=C(C=C1)S(=O)(=O)C